ethyl-bicyclo[3.1.1]heptan-2-ol C(C)C12C(CCC(C1)C2)O